NC1(C)C(C)=CC(C)(C(C)=C1)N 1,4-Diaminodurene